N1CCCCC=C1 2,3,4,5-tetrahydro-[1H]azepine